C[C@@]1(OC=2C=C(C=C(C2C[C@H]1O)O)CCCCC)CCC=C(C)C (2R,3R)-2-Methyl-2-(4-methylpent-3-enyl)-7-pentyl-3,4-dihydrochromene-3,5-diol